cis-propenyl-sulfonic acid C(=C/C)/S(=O)(=O)O